C(C1=CC=CC=C1)NC(=O)NC=1SC2=C(N1)C=C(C=C2)C=2C=C1C(N(C=NC1=CC2)CC2=CC=CC=C2)=O 1-benzyl-3-(5-(3-benzyl-4-oxo-3,4-dihydro-quinazolin-6-yl)benzo[d]thiazol-2-yl)urea